ethyl 3-(2-aminothiazol-5-yl)cyclobutane-1-carboxylate NC=1SC(=CN1)C1CC(C1)C(=O)OCC